p-(phenylthio)phenyldiphenylsulfonium hexafluorophosphate F[P-](F)(F)(F)(F)F.C1(=CC=CC=C1)SC1=CC=C(C=C1)[S+](C1=CC=CC=C1)C1=CC=CC=C1